CC1=CCC2(C1C2)C(C)C Alpha-Thujen